C(C=C)(=O)OCCOCCOCCOC(C=C)=O (ethane-1,2-diylbis(oxy))bis(ethane-2,1-diyl) diacrylate